10-(1,3-bis(palmitoyloxy) propan-2-yl) sebacate C(CCCCCCCCC(=O)OC(COC(CCCCCCCCCCCCCCC)=O)COC(CCCCCCCCCCCCCCC)=O)(=O)[O-]